C(C)(C)SCC(=O)N1CCN(CC1)C(=O)[C@H]1[C@@H](C1)C1=CC=CC=C1 2-(isopropylthio)-1-(4-(trans-2-phenylcyclopropanecarbonyl)piperazin-1-yl)ethanone